[Cu].NC1=NC=C(C2=C1C=NN2C2OCCCC2)NC(=O)C(=O)N(C(C)C2=C(C=C(C=C2)C(C(F)(F)F)(F)F)C)CC N-(4-amino-1-tetrahydropyran-2-yl-pyrazolo[4,3-c]pyridin-7-yl)-N'-ethyl-N'-[1-[2-methyl-4-(1,1,2,2,2-pentafluoroethyl)phenyl]ethyl]oxamide Copper